OCC1=C(C=C(OC(C(=O)O)CC)C=C1)OC 4-hydroxymethyl-3-methoxyphenoxyl-butanoic acid